FC1=C(C#N)C(=CC(=C1)CC(C)C)N1CC2C(C1)CN(C2)CC=2N=NC=CC2 2-fluoro-4-isobutyl-6-[2-(pyridazin-3-ylmethyl)-1,3,3a,4,6,6a-hexahydropyrrolo[3,4-c]pyrrol-5-yl]benzonitrile